(sec-butylcyclopentadienyl)hafnium triethoxide [O-]CC.[O-]CC.[O-]CC.C(C)(CC)C1(C=CC=C1)[Hf+3]